ClC=1N=NC(=C(C1CCCN[C@H]1CN(CCC1)C)C)Cl (R)-N-(3-(3,6-dichloro-5-methylpyridazin-4-yl)propyl)-1-methylpiperidin-3-amine